dichlorobenzyl mercaptan ClC(C1=CC=CC=C1)(Cl)S